ClC1=CC(N(O1)C)=O 5-chloro-2-methyl-4-isoxazolin-3-one